2-((3R,4R,6R)-4-(4-fluoro-2-methoxyphenyl)-6-methyl-6-(trifluoromethyl)tetrahydro-2H-pyran-3-yl)-1,6-naphthyridin-4(1H)-one FC1=CC(=C(C=C1)[C@H]1[C@@H](CO[C@](C1)(C(F)(F)F)C)C=1NC2=CC=NC=C2C(C1)=O)OC